ClC1=CC2=C(N(C(C(N2C)=O)=O)C2CCN(CC2)C2=NC=C(C=N2)CN2CCC(CC2)O)N=C1 7-chloro-4-(1-(5-((4-hydroxypiperidin-1-yl)methyl)pyrimidin-2-yl)piperidin-4-yl)-1-methyl-1,4-dihydropyrido[2,3-b]pyrazine-2,3-dione